(1R,3R)-5-(2-((1R,3aS,7aR,E)-1-((S)-1-((R)-3-ethylpyrrolidin-1-yl)propan-2-yl)-7a-methyloctahydro-4H-inden-4-ylidene)ethylidene)-2-methylenecyclohexane-1,3-diol C(C)[C@H]1CN(CC1)C[C@@H](C)[C@H]1CC[C@H]2\C(\CCC[C@]12C)=C\C=C1C[C@H](C([C@@H](C1)O)=C)O